ethyl 2-[4-(difluoromethyl)-6-[4-[2-[4-(1-hydroxyethyl)-1-piperidyl]ethyl]phenyl]-7-methyl-indazol-2-yl]-2-[(6R)-6-fluoro-6,7-dihydro-5H-pyrrolo[1,2-c]imidazol-1-yl]acetate FC(C=1C2=CN(N=C2C(=C(C1)C1=CC=C(C=C1)CCN1CCC(CC1)C(C)O)C)C(C(=O)OCC)C1=C2N(C=N1)C[C@@H](C2)F)F